CN1N=C2C=C(C=CC2=C1)NC(=O)C1=NC=CC=C1 N-(2-methyl-2H-indazol-6-yl)pyridinecarboxamide